dihydroxy-1,2,6a,6b,9,9,12a-heptamethyl-2,3,4,5,6,6a,7,8,8a,10,11,12,13,14b-tetradecahydro-1H-picene-4a-carboxylic acid OC1(C(C2C3=CCC4C5(CCCC(C5CCC4(C3(CCC2(CC1)C(=O)O)C)C)(C)C)C)(C)O)C